ClC1=CC=C(COC=2C(=NC=C(C2)C=2C=NC=NC2)N)C=C1 3-(4-chloro-benzyloxy)-5-pyrimidin-5-yl-pyridin-2-ylamine